1,3,5-trihydroxy-2,4-bis(3-methyl-2-butenyl)xanthone OC1=C(C(=C(C=2OC3=C(C=CC=C3C(C12)=O)O)CC=C(C)C)O)CC=C(C)C